(2-(2-acetyl-5-bromo-1H-pyrrol-1-yl)ethyl)carbamic acid tert-butyl ester C(C)(C)(C)OC(NCCN1C(=CC=C1Br)C(C)=O)=O